C1=C(C=CC2=CC=CC=C12)CNC1=CC=CC=C1 N-(2-naphthylmethyl)aniline